N,N-dimethyl-2-[5-(trideuteriomethoxy)-1H-indol-3-yl]ethanamine CN(CCC1=CNC2=CC=C(C=C12)OC([2H])([2H])[2H])C